N-[(3-Fluorophenyl)-methyl]-1-methyl-2-oxo-4-(trifluoromethyl)-1H-quinoline-3-carboxylic acid amide FC=1C=C(C=CC1)CNC(=O)C=1C(N(C2=CC=CC=C2C1C(F)(F)F)C)=O